OC=1C=CC=C2C=CC(=NC12)[Al](C1=NC2=C(C=CC=C2C=C1)O)C1=NC2=C(C=CC=C2C=C1)O tris-(8-hydroxyquinolinyl)aluminum